2-methylpropane-2-thiol CC(C)(C)S